C(C)O/C=C(/C#N)\C1=NC=CC=C1 (E)-3-Ethoxy-2-(pyridin-2-yl)acrylonitrile